C[SiH](C)CCCNCCOCCOCCOCCC(=O)O.NCCC1=CC=C(C=C1)NC(=O)C=1OC=CC1 N-(4-(2-aminoethyl)phenyl)furan-2-carboxamide 2-methyl-9,12,15-trioxa-6-aza-2-silaoctadecan-18-oate